ClC=1C=C2C=NN(C2=CC1N1CCN(CC1)C1(COC1)C)C=1C=NN(C1)C1OCCCC1 5-chloro-6-(4-(3-methyloxetan-3-yl)piperazin-1-yl)-1-(1-(tetrahydro-2H-pyran-2-yl)-1H-pyrazol-4-yl)-1H-indazole